OC1=C(C=C(CNC(COC(CCCCCCCC)=O)=O)C=C1)OC pelargonic acid 2-((4-hydroxy-3-methoxybenzyl) amino)-2-oxoethyl ester